CC1=CC(=C(C=C1)C=1C=2N(C(=NN1)N)C=CC2)C(F)(F)F 1-[4-methyl-2-(trifluoromethyl)phenyl]pyrrolo[1,2-d][1,2,4]triazin-4-amine